C=CC=CC=CCCCCC 1,3,5-UNDECATRIENE